COC=1C=C(C=CC1)C(C(=O)O)N1C=NC2=CC=C(C=C2C1=O)C=1C=NNC1 (3-methoxyphenyl)-2-[4-oxo-6-(1H-pyrazol-4-yl)quinazolin-3-yl]acetic acid